DL-leucyl-diglycidyl-glycine N[C@@H](CC(C)C)C(=O)C(N(CC1CO1)CC1CO1)C(=O)O |r|